ethyl-3-methyl-1H-pyrazolo[4,3-b]Pyridine C(C)N1N=C(C2=NC=CC=C21)C